CC1(CCN(CC1)C(=O)N1N=C(C=C1)C(=O)O)NCC1=C(C=C(C=C1)C(F)(F)F)N1CCCC1 1-(4-methyl-4-((2-(pyrrolidin-1-yl)-4-(trifluoromethyl)benzyl)amino)piperidine-1-carbonyl)-1H-pyrazole-3-carboxylic acid